C(C)(C)(C)N1N=C(C=C1N)C1CC(CC1)(OC)OC 2-tert-butyl-5-(3,3-dimethoxycyclopentyl)pyrazol-3-amine